ClC1=C(CNC2N(C(C3=CC=CC=C3C2)=O)C)C=CC(=C1)Cl ((2,4-dichlorobenzyl)amino)-2-methyl-3,4-dihydroisoquinolin-1(2H)-one